C(C(C)C)(=O)N1[C@H]([C@H](CC1)NS(=O)(=O)C)CC=1C=C(C=CC1)C1=C(C(=CC(=C1F)F)F)F N-(cis-1-isobutyryl-2-((2',3',5',6'-tetrafluorobiphenyl-3-yl)methyl)pyrrolidin-3-yl)methanesulfonamide